NC1=CC=C(C=N1)C(CBr)=O 1-(6-amino-3-pyridinyl)-2-bromo-ethanone